NC=1C(=C(C(=O)O)C=CC1C(=O)O)N diaminoterephthalic acid